tert-butyl (S)-2-(1-amino-5-(ethoxycarbonyl)-4-(4-((5-fluoro-4-methylpyridin-2-yl)carbamoyl)phenyl)-1H-imidazol-2-yl)piperidine-1-carboxylate NN1C(=NC(=C1C(=O)OCC)C1=CC=C(C=C1)C(NC1=NC=C(C(=C1)C)F)=O)[C@H]1N(CCCC1)C(=O)OC(C)(C)C